2,4-dicarboxy-hexahydropyridine C(=O)(O)C1NCCC(C1)C(=O)O